3-[3-[4-[4-cyano-2-(2-methyl-6-morpholin-4-ylpyrimidin-4-yl)oxyphenyl]phenyl]azetidin-1-yl]propanoic acid C(#N)C1=CC(=C(C=C1)C1=CC=C(C=C1)C1CN(C1)CCC(=O)O)OC1=NC(=NC(=C1)N1CCOCC1)C